6-(cyclopropanecarboxamido)-4-((2,5-dimethyl-4,5-dihydro-2H-pyrazolo[4,3-c][1,7]naphthyridin-6-yl)amino)-N-(methyl-d3)pyridazine-3-carboxamide C1(CC1)C(=O)NC1=CC(=C(N=N1)C(=O)NC([2H])([2H])[2H])NC1=NC=CC=2C=3C(CN(C12)C)=CN(N3)C